CN(C)CC1=C(O[Mg]OC2=C(C=C(C=C2CN(C)C)CN(C)C)CN(C)C)C(=CC(=C1)CN(C)C)CN(C)C bis[2,4,6-tris((dimethylamino)methyl)phenoxy]-magnesium